(S)-6-benzyl-3-m-tolyl-1-tosyl-1,4,5,6-tetrahydropyridazine C(C1=CC=CC=C1)[C@@H]1CCC(=NN1S(=O)(=O)C1=CC=C(C)C=C1)C=1C=C(C=CC1)C